8-bromo-4-[4-(6-chloro-1,3-benzoxazol-2-yl)piperidin-1-yl]-1-methyl-2-oxo-1,2-dihydroquinoline-3-carbonitrile BrC=1C=CC=C2C(=C(C(N(C12)C)=O)C#N)N1CCC(CC1)C=1OC2=C(N1)C=CC(=C2)Cl